C(C)(C)OC=1C=C(C=CC1)C(CC(=O)[O-])C(=O)[O-] 3-Isopropoxybenzenesuccinate